ethyl 7-bromo-6-chloro-8-fluoro-4-hydroxyquinoline-3-carboxylate BrC1=C(C=C2C(=C(C=NC2=C1F)C(=O)OCC)O)Cl